ClC1=NC(=C(C(=N1)Cl)C#N)C 2,4-dichloro-6-methylpyrimidine-5-carbonitrile